ClC=1C(=NC=C(C1)C(F)(F)F)NC[C@H]1N(C[C@H](O[C@H]1C)C)C(=O)OC(C)(C)C tert-butyl (2S,3R,6R)-3-(((3-chloro-5-(trifluoromethyl)pyridin-2-yl)amino)methyl)-2,6-dimethylmorpholine-4-carboxylate